CN1C(CC(CC1C)C(C(=O)O)(C1=CC=CC=C1)O)(C)C.ClC1=CC=C(CS(=O)(=O)CC(=O)C2=CC=C(C=C2)C2=NOC(=N2)C(F)(F)Cl)C=C1 2-((4-chlorobenzyl)sulfonyl)-1-(4-(5-(chlorodifluoromethyl)-1,2,4-oxadiazol-3-yl)phenyl)ethan-1-one 1,2,2,6-tetramethyl-4-piperidinylhydroxy(phenyl)acetate